3-(6-methylpiperidin-2-yl)azetidin-3-ol acetate C(C)(=O)OC1(CNC1)C1NC(CCC1)C